1-(2-fluoro-3-(piperazin-1-ylmethyl)phenyl)-3-(6-methylpyridin-3-yl)urea FC1=C(C=CC=C1CN1CCNCC1)NC(=O)NC=1C=NC(=CC1)C